N1(CCN(CCN(CCN(CCN(CCN(CC1)CC(=O)O)CC(=O)O)CC(=O)O)CC(=O)O)CC(=O)O)CC(=O)O 2,2',2'',2''',2'''',2'''''-(1,4,7,10,13,16-hexaazacyclooctadecane-1,4,7,10,13,16-hexayl)hexaacetic acid